CCC(=C)CC\C=C(/C)\CCC=C(C)C anti-β-farnesene